CN1N=NC(=C1NC(O[C@H](C)C=1C(=NC=C(C1)F)Cl)=O)C1=NC=C(C=C1)NC(=O)C=1C=NC(=NC1)C(F)(F)F (R)-1-(2-chloro-5-fluoropyridin-3-yl)ethyl (1-methyl-4-(5-(2-(trifluoromethyl)pyrimidine-5-carboxamido)pyridin-2-yl)-1H-1,2,3-triazol-5-yl)carbamate